FC(OC1=C(C=C(C(=C1)F)C1=C(C(=C(C(=C1F)F)F)F)F)C(=O)Cl)F 4-(difluoromethoxy)-2',3',4',5',6,6'-hexafluoro-[1,1'-biphenyl]-3-carbonyl chloride